FC1(CC=2C=CC(=CC12)[C@H](NC(=O)[C@H]1NC(NC1)=O)C1=CC=C(C=C1)OC(F)(F)F)F (S)-N-((R)-(8,8-difluoro-bicyclo[4.2.0]oct-1(6),2,4-trien-3-yl)(4-(trifluoromethoxy)-phenyl)methyl)-2-oxoimidazolidine-4-carboxamide